N-(2,6-dioxopiperidin-3-yl)-6,7,8,9-tetrahydrodibenzo[b,d]furan-4-carboxamide O=C1NC(CCC1NC(=O)C1=CC=CC2=C1OC1=C2CCCC1)=O